FC(C(C(F)(F)F)(C=1C=C(C=C(C1)O)C1=C(C(=O)N)C=CC=C1N)C=1C=C(C=C(C1)O)C1=C(C(=O)N)C=CC=C1N)(F)F (perfluoropropane-2,2-diyl)bis(5-hydroxy-3,1-phenylene)bis(3-aminobenzamide)